methyl 4-((2-(2,5-dibromophenethyl)-2-tosylhydrazineylidene) methyl)-2-methylbenzoate BrC1=C(CCN(N=CC2=CC(=C(C(=O)OC)C=C2)C)S(=O)(=O)C2=CC=C(C)C=C2)C=C(C=C1)Br